2-(4-Cyano-phenoxy)-N-(5,6-dimethoxy-benzothiazol-2-yl)-2-(4-nitro-phenyl)-acetamide C(#N)C1=CC=C(OC(C(=O)NC=2SC3=C(N2)C=C(C(=C3)OC)OC)C3=CC=C(C=C3)[N+](=O)[O-])C=C1